C1(CC2C(CC1)O2)CC[Si](OCC)(OCC)C 2-(3,4-epoxycyclohexyl)ethyl-methyl-diethoxysilane